S1C=NC2=C1C=C(C=C2)C#N benzo[d]thiazole-6-carbonitrile